NC1=CC=C(C(=N1)CC)C=1C=CC=C2CC(NC12)=O 7-(6-amino-2-ethylpyridin-3-yl)indolin-2-one